(1r,4r)-N1-(8-chloro-2-(2,6-difluorophenyl)pyrazolo[1,5-a][1,3,5]triazin-4-yl)cyclohexane-1,4-diamine ClC=1C=NN2C1N=C(N=C2NC2CCC(CC2)N)C2=C(C=CC=C2F)F